(S)-3-(5-methylpyridin-3-yl)isoxazolidine-2-carboxylic acid tert-butyl ester C(C)(C)(C)OC(=O)N1OCC[C@H]1C=1C=NC=C(C1)C